ClC1=CC(=C2C(=N1)C=C(O2)C=O)N2CCOCC2 5-chloro-7-morpholinofuro[3,2-b]pyridine-2-carbaldehyde